ClC=1C(=NC=C(C1)C(F)(F)F)O[C@@H](CNC1=NC(=NC(=C1Cl)C(F)F)C)C |r| (RS)-N-(2-((3-chloro-5-trifluoromethylpyridin-2-yl)oxy)propyl)-5-chloro-2-methyl-6-difluoromethylpyrimidin-4-amine